FC(OC1CC(C1)C(=O)O)(F)F 3-(trifluoromethoxy)cyclobutanecarboxylic acid